C(#N)C=1C=C(C=NC1)[C@H]1N(OCC1)C(=O)C1(CCN(CC1)C1=NC=CC(=N1)C(=O)OC)C Methyl 2-[4-[(3S)-3-(5-cyano-3-pyridyl)isoxazolidine-2-carbonyl]-4-methyl-1-piperidyl]pyrimidine-4-carboxylate